6-chloro-4-methylheptyloxybenzyl methyl ether COC(C1=CC=CC=C1)OCCCC(CC(C)Cl)C